3-(5-Amino-6-(oxazol-5-yl)pyrazin-2-yl)-N-(4-hydroxybicyclo[2.1.1]hexan-1-yl)-4-(methyl-d3)benzenesulfonamide NC=1N=CC(=NC1C1=CN=CO1)C=1C=C(C=CC1C([2H])([2H])[2H])S(=O)(=O)NC12CCC(C1)(C2)O